N-[3-[1-methyl-2-(5-methylpyrazol-1-yl)ethyl]phenyl]-6-(trifluoromethyl)pyridine-2-carboxamide CC(CN1N=CC=C1C)C=1C=C(C=CC1)NC(=O)C1=NC(=CC=C1)C(F)(F)F